C1(CC1)C=1C=C(C=NC1)NCC=1C=C(C(=O)N[C@H]([C@H](C2=CC=CC=C2)O)CO)C=CC1C 3-{[(5-Cyclopropylpyridin-3-yl)amino]methyl}-N-[(1S,2S)-1,3-dihydroxy-1-phenylprop-2-yl]-4-methylbenzamide